tert-butyl 4-(2-(4-(methoxycarbonyl)phenyl)piperazine-1-carbonyl)-1H-indole-1-carboxylate COC(=O)C1=CC=C(C=C1)C1N(CCNC1)C(=O)C1=C2C=CN(C2=CC=C1)C(=O)OC(C)(C)C